FC(CS(=O)(=O)O)F.FC(CS(=O)(=O)O)F.C1(O)=CC=C(O)C=C1 hydroquinone bis(2,2-difluoroethanesulfonate)